BrC1=C(N=C2N(C1=O)C=CC=C2C2=CC=C(C=C2)C(=O)N2CC(CC2)OC(F)F)C(F)(F)F 3-bromo-9-(4-((3-(difluoromethoxy)pyrrolidin-1-yl)carbonyl)phenyl)-2-(trifluoromethyl)-4H-pyrido[1,2-a]pyrimidin-4-one